C(C)(C)OC(NC1=NC2=C(N1)C=C(C=C2)CCCCC)=O (6-pentyl-1H-benzo[d]imidazol-2-yl)carbamic acid isopropyl ester